2-(chloromethyl)-5-methyl-pyrimidine ClCC1=NC=C(C=N1)C